2-(2,6-dimethylpyridin-4-yl)-4-fluoro-3-isopropyl-5-(1-isopropylpiperidin-4-yl)-1H-pyrrolo[2,3-c]pyridine CC1=NC(=CC(=C1)C1=C(C=2C(=CN=C(C2F)C2CCN(CC2)C(C)C)N1)C(C)C)C